BrC1=C(C=C2C(NC(N(C2=C1)C1=C(C=CC=C1)C(C)C)=O)=O)Cl 7-bromo-6-chloro-1-(2-isopropyl-phenyl)quinazoline-2,4(1H,3H)-dione